The molecule is an acyl-CoA oxoanion that is the pentaanion of 5-hydroxy-2-furoyl-CoA arising from deprotonation of phosphate and diphosphate functions as well as the hydroxyfuran moiety. It is a conjugate base of a 5-hydroxy-2-furoyl-CoA. CC(C)(COP(=O)([O-])OP(=O)([O-])OC[C@@H]1[C@H]([C@H]([C@@H](O1)N2C=NC3=C(N=CN=C32)N)O)OP(=O)([O-])[O-])[C@H](C(=O)NCCC(=O)NCCSC(=O)C4=CC=C(O4)[O-])O